C(C)(C)(C)N1[C@H]([C@H]2CN(C[C@H]2C1=O)CC1=CC=CC=C1)CC (1S,3aS,6aR)-2-tert-butyl-1-ethyl-5-benzyl-3-oxohexahydropyrrolo[3,4-c]pyrrole